O[C@@H]1[C@H](C[C@@H]2N(C([C@H](C1)NC(OC(C)(C)C)=O)=O)[C@@H](CC2)C(=O)N2C[C@@H](CC2)C2=CC=CC=C2)C tert-butyl ((3S,6S,8S,9S,10aR)-8-hydroxy-9-methyl-5-oxo-3-((S)-3-phenylpyrrolidine-1-carbonyl)decahydropyrrolo[1,2-a]azocin-6-yl)carbamate